C(C)OC[C@H]1NCCOC1 (R)-3-(ethoxymethyl)morpholine